Cl.C1(CCCCC1)COC=1C=C(C=C(C1)CNCCCNCCCN)CNCCCNCCCN N1,N1'-((5-(cyclohexylmethoxy)-1,3-phenylene)bis(methylene))bis(N3-(3-aminopropyl)propane-1,3-diamine), hydrochloride salt